N1=C(C=CC=C1)N1CCNCC1 Pyridin-2-yl-piperazine